FC1=C(C=CC=C1)C(C)=O 1-(2-fluorophenyl)ethan-1-one